1-[3-[7-fluoro-2-(hydroxymethyl)inden-5-yl]oxyazetidin-1-yl]ethanone FC=1C=C(C=C2C=C(CC12)CO)OC1CN(C1)C(C)=O